SC(CCOCCC(C)OCCC(C)S)C 1,3-bis(3-mercaptobutoxy)butane